C(C)(=O)NC=1C=C(C=CC1)CN(C(C(NC=1C2=C(C(=NC1)N)C=NN2)=O)=O)CC2=CC=CC=C2 N'-[(3-acetamidophenyl)methyl]-N-(4-amino-1H-pyrazolo[4,3-c]pyridin-7-yl)-N'-benzyl-oxamide